FC1=C(C=C(C=C1)OC(C)C)NC(OC1=CC=CC=C1)=O phenyl (2-fluoro-5-isopropoxyphenyl)carbamate